ClC=1C(=C(C=O)C(=CC1)F)OC 3-Chloro-6-fluoro-2-methoxybenzaldehyde